methyl 1-methyl-5,6-dihydro-4H-pyrrolo[3,4-c]pyrazole-3-carboxylate CN1N=C(C2=C1CNC2)C(=O)OC